C(#N)C=1C=CC(=NC1)CN1C(=NC2=C1C=CC(=C2)F)N2C[C@H](CCC2)NC(OC(C)(C)C)=O (S)-tert-butyl (1-(1-((5-cyanopyridin-2-yl)methyl)-5-fluoro-1H-benzo[d]imidazol-2-yl)piperidin-3-yl)carbamate